OCCC=C(C(=O)OCC=C)C allyl (hydroxyethyl methacrylate)